N-tert-butyl-6-(3-cyanoanilino)-3-methoxy-pyridine-2-carboxamide C(C)(C)(C)NC(=O)C1=NC(=CC=C1OC)NC1=CC(=CC=C1)C#N